C(CC)N(CCC1=CNC2=CC=CC=C12)CC=C N-propyl-N-allyl-tryptamine